8'-(2,6-dioxopiperidin-3-yl)-9'-oxo-8',9'-dihydro-7'H-spiro[piperidin-4,2'-pyrano[2,3-e]isoindole]-1-carboxylic acid tert-butyl ester C(C)(C)(C)OC(=O)N1CCC2(C=CC=3C(=C4C(N(CC4=CC3)C3C(NC(CC3)=O)=O)=O)O2)CC1